FC=1C=C2CN(CC2=CC1F)C(CNC12CC3(CC(CC(C1)C3)C2)NC([O-])=O)=O 3-((2-(5,6-difluoroisoindolin-2-yl)-2-oxoethyl)amino)adamantan-1-ylcarbamate